(1RS,2RS)-2-(3-(2-(1-methyl-1H-pyrazol-4-yl)-3H-imidazo[4,5-b]pyridin-7-yl)-3,8-diazabicyclo[3.2.1]octan-8-yl)cyclobutan-1-ol CN1N=CC(=C1)C1=NC=2C(=NC=CC2N2CC3CCC(C2)N3[C@H]3[C@@H](CC3)O)N1 |r|